4-(4-bromo-2-fluoroanilino)-6-methoxy-7-(1-methylpiperidin-4-ylmethoxy)quinazoline BrC1=CC(=C(NC2=NC=NC3=CC(=C(C=C23)OC)OCC2CCN(CC2)C)C=C1)F